C(CC=C)C1C2C(C(=O)OC2=O)CC=C1 3-(but-3-enyl)-1,2,3,6-tetrahydrophthalic anhydride